1-cyanocyclopropylacetate C(#N)C1(CC1)CC(=O)[O-]